zirconium (2-ethylhexanoate) oxide C(C)C(C(=[O+][O-])[O-])CCCC.[Zr+4].C(C)C(C(=[O+][O-])[O-])CCCC.C(C)C(C(=[O+][O-])[O-])CCCC.C(C)C(C(=[O+][O-])[O-])CCCC